1,2,4-trimethyl-1H-pyrrole CN1C(=CC(=C1)C)C